dihydrospiro[cyclopropane-1,4'-furo[2,3-g]indazole]-7'-carboxylic acid ethyl ester C(C)OC(=O)C1=CC=2C(=CC3(C4=CNNC24)CC3)O1